CC=1C=C(C(=NC1)CC=1C=C(C(=O)OC)C=CC1)[N+](=O)[O-] methyl 3-((5-methyl-3-nitropyridin-2-yl)methyl)benzoate